3-fluoro-2-hydroxy-5-(4-(4-(piperidin-1-yl)phenyl)thiazol-2-yl)benzaldehyde FC=1C(=C(C=O)C=C(C1)C=1SC=C(N1)C1=CC=C(C=C1)N1CCCCC1)O